BrC=1C2=C(C3=C(N=C(N=C3C1F)OC[C@]13CCCN3C[C@@H](C1)F)O)COC2 6-Bromo-5-fluoro-3-(((2R,7aS)-2-fluorotetrahydro-1H-pyrrolizin-7a(5H)-yl)methoxy)-7,9-dihydrofuro[3,4-f]quinazolin-1-ol